BrC1=CC=C(C2=C1CCO2)N 4-bromo-2,3-dihydro-7-benzofuranylamine